tert-butyl (S)-2-((((9H-fluoren-9-yl)methoxy)carbonyl)amino)-3-(2-cyanopyridin-3-yl)propanoate C1=CC=CC=2C3=CC=CC=C3C(C12)COC(=O)N[C@H](C(=O)OC(C)(C)C)CC=1C(=NC=CC1)C#N